1-(2-methyl-3-pyridyl)-1-ethanol CC1=NC=CC=C1C(C)O